FC1=CC=C(OC=2C=C(C=C(C2)OC2=CC=C(C=C2)C(NC)=O)NC(=O)N2CCN(CC2)C2=CC(=CC=C2)OC)C=C1 N-(3-(4-fluorophenoxy)-5-(4-(methylcarbamoyl)phenoxy)phenyl)-4-(3-methoxyphenyl)piperazine-1-carboxamide